4-(1-ethylcyclopentylamino)-2-((1r,4r)-4-hydroxycyclohexylamino)pyrimidine-5-carboxamide C(C)C1(CCCC1)NC1=NC(=NC=C1C(=O)N)NC1CCC(CC1)O